((2r,5r)-5-(4-amino-5-(2-fluoro-4-phenoxyphenyl)imidazo[5,1-f][1,2,4]triazin-7-yl)tetrahydro-2H-pyran-2-yl)methanol NC1=NC=NN2C1=C(N=C2[C@H]2CC[C@@H](OC2)CO)C2=C(C=C(C=C2)OC2=CC=CC=C2)F